3,7-dimethyltetradecane-2-ol CC(C(C)O)CCCC(CCCCCCC)C